CN1C(C2=CC(=CC=C2CC1)C1=CC2=C(O[C@@H](CN2)[C@@H](C2=CC=CC=C2)NCCC2=CC=C(C#N)C=C2)N=C1)=O 4-(2-(((R)-((S)-7-(2-methyl-1-oxo-1,2,3,4-tetrahydroisoquinolin-7-yl)-2,3-dihydro-1H-pyrido[2,3-b][1,4]oxazin-3-yl)(phenyl)methyl)amino)ethyl)benzonitrile